2-[2-[2-[2-[2-[2-[2-(2-methoxyethylamino)acetyl]oxyethylamino]acetyl]oxyethoxy]ethoxy]ethoxy]ethyl 2,3-bis[(Z)-octadec-9-enoxy]propanoate C(CCCCCCC\C=C/CCCCCCCC)OC(C(=O)OCCOCCOCCOCCOC(CNCCOC(CNCCOC)=O)=O)COCCCCCCCC\C=C/CCCCCCCC